Methyl Pentanoate Chloride [Cl-].C(CCCC)(=O)OC